OCC1(CC1)S(=O)(=O)N(C)CC1=CC=C(C=C1)OC 1-(hydroxymethyl)-N-[(4-methoxyphenyl)methyl]-N-methyl-cyclopropanesulfonamide